(R)-3-(4-(3-oxobut-1-enyl)-1H-pyrazol-1-yl)pyrrolidine-1-carboxylic acid tert-butyl ester C(C)(C)(C)OC(=O)N1C[C@@H](CC1)N1N=CC(=C1)C=CC(C)=O